CCCC=C penta-4-en